ClC=1C=C2C(=NC1C1C(CC3=CC=CC=C13)O)C(=NN2)C=2C=NN(C2)C (6-chloro-3-(1-methyl-1H-pyrazol-4-yl)-1H-pyrazolo[4,3-b]pyridin-5-yl)-2,3-dihydro-1H-inden-2-ol